3-chloro-N-[(1R,3S)-3-[[6-chloro-2-(trifluoromethyl)-4-quinolinyl]amino]cyclohexyl]-1-(2-hydroxy-2-methylpropyl)pyrazole-4-carboxamide ClC1=NN(C=C1C(=O)N[C@H]1C[C@H](CCC1)NC1=CC(=NC2=CC=C(C=C12)Cl)C(F)(F)F)CC(C)(C)O